C(#N)/N=C(\NCC1=CN=C(S1)C(=O)N1CCC2=C(C=CC=C12)C1=CC(=CC=C1)OCCCN1C=C(C=C1)O)/NC1=CC=NC=C1 (R,E)-2-cyano-1-{[2-(4-{3-[3-(3-hydroxypyrrol-1-yl)propoxy]phenyl}indoline-1-carbonyl)thiazol-5-yl]methyl}-3-(pyridin-4-yl)guanidine